(6,7-dihydro-4H-pyrano[3,4-d][1,3]thiazol-2-yl)methanone S1C(=NC2=C1CCOC2)C=O